C(C)(=O)O[C@@H](CC)[C@H]1O[C@H]([C@@H]([C@H]1F)OC(C)=O)N1C=2N=C(NC(C2N(C1=O)CCCC)=O)NC(C)=O (S)-1-((2R,3S,4S,5R)-5-(2-Acetamido-7-butyl-6,8-dioxo-1,6,7,8-tetrahydro-9H-purin-9-yl)-4-acetoxy-3-fluorotetrahydrofuran-2-yl)propyl acetate